OCC(C(C(CO)O)OC(CCCN(C)C)=O)O 4-(Dimethylamino)butanoic acid 1,2,4,5-tetrahydroxypentan-3-yl ester